ibuprofen chloride [Cl-].OC(=O)C(C)C1=CC=C(CC(C)C)C=C1